2-(2-(2-(2-methoxyethoxy)ethoxy)ethyl)-3,6-bis(thien-2-yl)-2,5-dihydropyrrolo[3,4-c]pyrrole-1,4-dione COCCOCCOCCN1C(C2=C(NC(C2=C1C=1SC=CC1)=O)C=1SC=CC1)=O